CN1N=C(C=C1C)C=O 1,5-dimethyl-1h-pyrazole-3-carbaldehyde